N1=C(N=CC=C1)N[C@@H]1CN(C[C@H]1OCC1=CC=C(C=C1)C(F)(F)F)C(=O)OC(C)(C)C tert-butyl trans-3-(pyrimidin-2-ylamino)-4-(4-(trifluoromethyl)benzyloxy)pyrrolidine-1-carboxylate